N-(carboxymethyl)-N,N-dimethyl-1-octanaminium C(=O)(O)C[N+](CCCCCCCC)(C)C